tert-butyl N-[(1Z)-{[(1S,2R,3S,4R)-2,3-bis(benzyloxy)-4-[(benzyloxy)methyl]cyclohexyl]amino}({[(tertbutoxy) carbonyl]imino})methyl]carbamate C(C1=CC=CC=C1)O[C@@H]1[C@H](CC[C@@H]([C@@H]1OCC1=CC=CC=C1)COCC1=CC=CC=C1)N/C(/NC(OC(C)(C)C)=O)=N/C(=O)OC(C)(C)C